FC=1C=C(C=CC1OC1=C2C(=NC=C1)NC(N2C(C)C)=O)NC(=O)C=2C=NN(C2C(F)(F)F)C2COCCC2 N-(3-fluoro-4-((1-isopropyl-2-keto-2,3-dihydro-1H-imidazo[4,5-b]pyridin-7-yl)oxy)phenyl)-1-(tetrahydro-2H-pyran-3-yl)-5-(trifluoromethyl)-1H-pyrazole-4-carboxamide